4-(2-(2,3-dihydrobenzofuran-7-yl)-3-methyl-7-oxo-4,7-dihydropyrazolo[1,5-a]pyrimidin-5-yl)benzoic acid O1CCC2=C1C(=CC=C2)C2=NN1C(NC(=CC1=O)C1=CC=C(C(=O)O)C=C1)=C2C